4-(4-((2-(4-chlorophenyl)cyclohept-1-en-1-yl)methyl)piperazin-1-yl)benzoic acid ClC1=CC=C(C=C1)C1=C(CCCCC1)CN1CCN(CC1)C1=CC=C(C(=O)O)C=C1